2-(1-(1-(cis-4-isopropylcyclohexyl) piperidin-4-yl)-1H-indole-2-yl)ethyl sulfamate S(N)(OCCC=1N(C2=CC=CC=C2C1)C1CCN(CC1)[C@@H]1CC[C@@H](CC1)C(C)C)(=O)=O